3-[2-[4-[(E)-3-[3-chloro-6-hydroxy-2-(2-methoxyethoxymethoxy)phenyl]-3-oxo-prop-1-enyl]phenoxy]ethoxy]cyclobutanecarboxylic acid ClC=1C(=C(C(=CC1)O)C(/C=C/C1=CC=C(OCCOC2CC(C2)C(=O)O)C=C1)=O)OCOCCOC